C(C)C1=C(C(=NN1C)C(=O)N(C)OC)C 5-ethyl-N-methoxy-N,1,4-trimethyl-1H-pyrazole-3-carboxamide